COC(C(C)(C)C)C1=CC=CC(=N1)N1N=CC=2C=NC(=CC21)NC(C)=O N-(1-(6-(1-methoxy-2,2-dimethylpropyl)pyridin-2-yl)-1H-pyrazolo[4,3-c]pyridin-6-yl)acetamide